1-methyl-4-[4-(4,4,5,5-tetramethyl-1,3,2-dioxaborolan-2-yl)-2-(trifluoromethyl)phenyl]Piperazine CN1CCN(CC1)C1=C(C=C(C=C1)B1OC(C(O1)(C)C)(C)C)C(F)(F)F